FC(OC1=NC(=C(C=C1F)[N+](=O)[O-])OC)F 2-(difluoromethoxy)-3-fluoro-6-methoxy-5-nitro-pyridine